ClC=1C=C(C=CC1)C1=NN2C(C=CC=C2)=C1C1=NC(=NC=C1)N[C@@H]1CN(CC1)C(=O)C1=CC=C(C=C1)NC(\C=C\CN(C)C)=O (S,E)-N-(4-(3-((4-(2-(3-chlorophenyl)pyrazolo[1,5-a]pyridin-3-yl)pyrimidin-2-yl)amino)pyrrolidine-1-carbonyl)phenyl)-4-(dimethylamino)but-2-enamide